ClC=1C=C2N(CCN(C2)C)C1C(=O)OC methyl 7-chloro-2-methyl-1,2,3,4-tetrahydropyrrolo[1,2-a]pyrazine-6-carboxylate